ClC1=NC(=NC(=C1)O[C@H]1COCC1)N(C1C[C@H]2CCC[C@@H](C1)N2)C (1R,3s,5S)-N-(4-chloro-6-(((R)-tetrahydrofuran-3-yl)oxy)pyrimidin-2-yl)-N-methyl-9-azabicyclo[3.3.1]nonan-3-amine